BrC=1C(=C(C=CC1)C1=NC2=C(N1)C(=CC(=C2)C(=O)O)I)C 2-(3-bromo-2-methyl-phenyl)-7-iodo-1H-benzimidazole-5-carboxylic acid